(R)-2-methoxy-N-(4-(2-methoxyethoxy)-2-(thiazol-5-yl)quinolin-6-yl)propanamide CO[C@@H](C(=O)NC=1C=C2C(=CC(=NC2=CC1)C1=CN=CS1)OCCOC)C